(3Z)-7-bromo-3-[(dimethylamino)methylene]-8-fluoro-1H-quinoline-2,4-dione BrC1=CC=C2C(/C(/C(NC2=C1F)=O)=C/N(C)C)=O